CS(=O)(=O)C[C@@H]1[C@H](N(C1)C=1C=NC(=C2C=C(N=CC12)NC1=NC(=NC=C1)N1C[C@@H]([C@H](CC1)OC)O)C(C)C)C (3S,4S)-1-[4-({8-[(2R,3S)-3-(methanesulfonyl-methyl)-2-methylazetidin-1-yl]-5-(propan-2-yl)-2,6-naphthyridin-3-yl}amino)pyrimidin-2-yl]-4-methoxy-piperidin-3-ol